oxo-1,4-dihydropyridine O=C1C=CNC=C1